1-[(2-fluorophenyl)methyl]-N-[(6S)-2-[2-(3-methoxyazetidin-1-yl)ethyl]-4-methyl-5-oxo-7,8-dihydro-6H-pyrazolo[1,5-a][1,3]diazepin-6-yl]-1,2,4-triazole-3-carboxamide FC1=C(C=CC=C1)CN1N=C(N=C1)C(=O)N[C@@H]1C(N(C=2N(CC1)N=C(C2)CCN2CC(C2)OC)C)=O